4-diazo-2,3,5,6-tetrafluorobenzoic acid [N+](=[N-])=C1C(C(=C(C(=O)O)C(=C1F)F)F)F